N-(2-(2-methylpyridin-4-yl)-1H-pyrrolo[3,2-c]pyridin-6-yl)cyclopropanecarboxamidine CC1=NC=CC(=C1)C1=CC=2C=NC(=CC2N1)NC(=N)C1CC1